BrC1=CC(=C(C(=O)O)C(=C1)OC)F 4-bromo-2-fluoro-6-methoxybenzoic acid